FC([C@](CNC(=O)C1=NC(=C(C=C1N)C(F)(F)F)C1=C(C=C(C=C1)Cl)Cl)(C)O)(F)F 3-amino-6-(2,4-dichloro-phenyl)-5-trifluoromethyl-pyridine-2-carboxylic acid ((R)-3,3,3-trifluoro-2-hydroxy-2-methyl-propyl)-amide